6-(2-((4-(5-(difluoromethyl)-1,3,4-oxadiazol-2-yl) benzyl) (phenyl) amino)-3,4-dioxocyclobut-1-en-1-yl)-2,6-diazaspiro[3.3]heptane-2-carboxylate FC(C1=NN=C(O1)C1=CC=C(CN(C2=C(C(C2=O)=O)N2CC3(CN(C3)C(=O)[O-])C2)C2=CC=CC=C2)C=C1)F